Cl.IC1=CC2=C(C(C3=C(N(S2(=O)=O)C)C=CC=C3)NCCCCCCC(=O)O)C=C1 7-((3-Iodo-6-methyl-5,5-dioxido-6,11-dihydrodibenzo[c,f][1,2]thiazepin-11-yl)amino)heptanoic acid hydrochloride salt